methyl 6-chloro-4,5-difluoro-pyrrolo[2,3-b]pyridine-1-carboxylate ClC1=C(C(=C2C(=N1)N(C=C2)C(=O)OC)F)F